(S)-6-(2-(thiophene-2-yl)ethylamino)-5,6,7,8-tetrahydronaphthalene S1C(=CC=C1)CCN[C@@H]1CC=2C=CC=CC2CC1